CC1(C(N(C(N1Br)=O)Br)=O)C 5,5-dimethyl-1,3-dibromohydantoin